(tert-butyl)-1-(3-methylbenzyl)-1H-pyrazole C(C)(C)(C)C1=NN(C=C1)CC1=CC(=CC=C1)C